(E)-4-(4-((2-(2-(dimethylamino) ethoxy) ethyl) amino)-4-oxobut-2-enamido)-heptane-1,7-diyl dihexanoate C(CCCCC)(=O)OCCCC(CCCOC(CCCCC)=O)NC(\C=C\C(=O)NCCOCCN(C)C)=O